N-((RS)-1-(2,2-Dimethylhydrazineyl)-3-methyl-1-oxobutan-2-yl)-2-((S)-5-oxo-1-(2,3,5-trifluorobenzyl)pyrrolidin-2-yl)acetamide CN(NC([C@@H](C(C)C)NC(C[C@H]1N(C(CC1)=O)CC1=C(C(=CC(=C1)F)F)F)=O)=O)C |&1:4|